4-phenyl-3-(8-quinolylcarbamoyl)piperidine-1-carboxylate C1(=CC=CC=C1)C1C(CN(CC1)C(=O)[O-])C(NC=1C=CC=C2C=CC=NC12)=O